C(C)(C)(C)C1(N(CCCC1)C(=O)[O-])C(F)(F)F tert-Butyl-(trifluoromethyl)piperidine-1-carboxylate